rac-(1r,2s)-N-(7-methoxy-4-(1-methyl-3-phenyl-1H-pyrazol-4-yl)quinazolin-6-yl)-2-(trifluoromethyl)cyclopropane-1-carboxamide COC1=C(C=C2C(=NC=NC2=C1)C=1C(=NN(C1)C)C1=CC=CC=C1)NC(=O)[C@H]1[C@H](C1)C(F)(F)F |r|